7-(Cyclopentylamino)-N-cyclopropyl-2-phenyl-1H-indole-5-carboxamide C1(CCCC1)NC=1C=C(C=C2C=C(NC12)C1=CC=CC=C1)C(=O)NC1CC1